1,2,3,4-tetrahydro-1,4-epiminonaphthalen C12CCC(C3=CC=CC=C13)N2